FC1=C(C=C(C=C1)C1=NNC(O1)=O)N[C@@H](C)C1CCNCC1 5-(4-Fluoro-3-{[(1S)-1-(piperidin-4-yl)ethyl]amino}phenyl)-1,3,4-oxadiazol-2(3H)-one